B(O[Si](C)(C)C)(OC1=C(C(=C(C(=C1)F)F)F)F)[O-] trimethylsilyl tetrafluorophenyl borate